(1S,2R,3R,5R)-3-[(3-chloro-1,2,4-triazin-6-yl)amino]-2-fluoro-8-azabicyclo[3.2.1]octane-8-carboxylic acid tert-butyl ester C(C)(C)(C)OC(=O)N1[C@@H]2[C@@H]([C@@H](C[C@H]1CC2)NC2=CN=C(N=N2)Cl)F